BrCCCOC1=NOC(=C1)C(C(=O)N1[C@@H](C[C@H](C1)O)C(=O)NCC1=CC=C(C=C1)C1=C(N=CS1)C)C(C)C (2S,4R)-1-[2-[3-(3-bromopropoxy)isoxazol-5-yl]-3-methyl-butanoyl]-4-hydroxy-N-[[4-(4-methylthiazol-5-yl)phenyl]methyl]pyrrolidine-2-carboxamide